1-((3R,4S)-3-(hydroxymethyl)-4-((8-(4-(trifluoromethyl)phenyl)pyrido[2,3-d]pyridazin-5-yl)amino)pyrrolidin-1-yl)prop-2-en-1-one OC[C@@H]1CN(C[C@H]1NC1=C2C(=C(N=N1)C1=CC=C(C=C1)C(F)(F)F)N=CC=C2)C(C=C)=O